5-(N-(2-(((tert-butoxycarbonyl)amino)methyl)-4-chlorophenyl)-N-ethylsulfamoyl)-3-methylbenzofuran C(C)(C)(C)OC(=O)NCC1=C(C=CC(=C1)Cl)N(S(=O)(=O)C=1C=CC2=C(C(=CO2)C)C1)CC